N-(5-(4-((2-(2,4-dihydroxy-5-isopropylbenzoyl)isoindol-5-yl)methyl)piperazin-1-yl)pentyl)propanamide OC1=C(C(=O)N2C=C3C=CC(=CC3=C2)CN2CCN(CC2)CCCCCNC(CC)=O)C=C(C(=C1)O)C(C)C